FC1(OC2=C(O1)C=CC(=C2)C(C(=O)N2C[C@@]1(NC3=NC(=C(C=C3CC1)C1=NC=CC=N1)C)CC2)C)F (2,2-difluorobenzo[d][1,3]dioxol-5-yl)-1-((S)-7'-methyl-6'-(pyrimidin-2-yl)-3',4'-dihydro-1'H-spiro[pyrrolidin-3,2'-[1,8]naphthyridin]-1-yl)propan-1-one